(S)-4-(3-(3-(N-hydroxycarbamimidoyl)phenyl)-2-(2,4,6-triisopropylphenyl-sulphonylamino)propionyl)piperazine-1-carboxylic acid ethyl ester C(C)OC(=O)N1CCN(CC1)C([C@H](CC1=CC(=CC=C1)C(NO)=N)NS(=O)(=O)C1=C(C=C(C=C1C(C)C)C(C)C)C(C)C)=O